3-(2-((4-hydroxy-6-(3-(benzenesulfonylamino)phenyl)hex-5-en-1-yl)oxy)phenyl)propanoic acid isopropyl ester C(C)(C)OC(CCC1=C(C=CC=C1)OCCCC(C=CC1=CC(=CC=C1)NS(=O)(=O)C1=CC=CC=C1)O)=O